ClC=1C(N(C(=CC1OC([2H])([2H])C1=C(C=C(C=C1)F)F)C)C1=CC(=NC=C1C)N1N=C(C=C1)C(C)(C)NC(C)=O)=C=O N-(2-(1-(3-Chloro-4-((2,4-difluorophenyl)methoxy-d2)-5',6-dimethyl-2-carbonyl-2H-[1,4'-bipyridine]-2'-yl)-1H-pyrazol-3-yl)propan-2-yl)acetamide